C/C=1/CC[C@H]2C(C[C@@H]2C(CC/C1)=C)(C)C (1R,4E,9S)-4,11,11-trimethyl-8-methylidenebicyclo[7.2.0]undec-4-ene